2-methyl-N-(1-(3-(1-methyl-1H-pyrazol-4-yl)naphthalen-1-yl)cyclopropyl)-5-(piperazin-1-yl)benzamide CC1=C(C(=O)NC2(CC2)C2=CC(=CC3=CC=CC=C23)C=2C=NN(C2)C)C=C(C=C1)N1CCNCC1